(1R,2R,3S,4R,5S)-4-(6-Amino-2-(benzylthio)-9H-purin-9-yl)-1-(hydroxymethyl)bicyclo[3.1.0]hexane-2,3-diol NC1=C2N=CN(C2=NC(=N1)SCC1=CC=CC=C1)[C@H]1[C@@H]([C@@H]([C@@]2(C[C@H]12)CO)O)O